((2R,4S)-2-(((S)-1-(((6-amino-2-methylpyridin-3-yl)methyl)amino)-1-oxopropan-2-yl)carbamoyl)-4-phenylpiperidin-1-yl)hexanoic acid NC1=CC=C(C(=N1)C)CNC([C@H](C)NC(=O)[C@@H]1N(CC[C@@H](C1)C1=CC=CC=C1)C(C(=O)O)CCCC)=O